CC1(CC1)CC=1NC(=NN1)C1=CC=C(C=C1)C1CNC1 3-[4-[5-[(1-Methyl-cyclopropyl)methyl]-4H-1,2,4-triazol-3-yl]phenyl]azetidin